ClC1=NC(=NC=2N1N=C1CCCCC21)C=2C=NC=C(C2)F 4-chloro-2-(5-fluoro-3-pyridyl)-7,8,9,10-tetrahydro-[1,3,5]triazino[1,2-b]indazole